ethyl (S)-((3-(4-(4-(1,1-dioxidothietan-3-yl)piperidin-1-yl)-3-fluorophenyl)-2-oxooxazolidin-5-yl)methyl)carbamate O=S1(CC(C1)C1CCN(CC1)C1=C(C=C(C=C1)N1C(O[C@H](C1)CNC(OCC)=O)=O)F)=O